NCCCN(C(=O)NC1=CC(=C(C=C1)F)Cl)C(C)C1=CNC(C2=CC=CC=C12)=O 1-(3-Aminopropyl)-3-(3-chloro-4-fluorophenyl)-1-(1-(1-oxo-1,2-dihydroisoquinolin-4-yl)ethyl)urea